FC1=CC=C2C(=CC=NC2=C1)N1CCN(CC1)C(=O)[C@@H]1CN(CC1)S(=O)(=O)C=1C=NC=CC1 (S)-(4-(7-fluoroquinolin-4-yl)piperazin-1-yl)(1-(pyridin-3-ylsulfonyl)pyrrolidin-3-yl)methanone